ClC=1C(=C(C=O)C=C(C1)C1=NC=CC=C1NC(C)C=1C=C(C=C2C(C(=C(OC12)N1CCCCC1)C)=O)C)O 3-chloro-5-[3-[1-[3,6-dimethyl-4-oxo-2-(1-piperidyl)chromen-8-yl]ethylamino]-2-pyridyl]-2-hydroxy-benzaldehyde